5-(2-(8-oxa-3-azabicyclo[3.2.1]octane-3-carbonyl)-8-((R)-morpholin-3-yl)-1,2,3,4-tetrahydroisoquinolin-6-yl)-1H-pyrrolo[2,3-b]pyridine-3-carbonitrile C12CN(CC(CC1)O2)C(=O)N2CC1=C(C=C(C=C1CC2)C=2C=C1C(=NC2)NC=C1C#N)[C@H]1NCCOC1